4-methacryloyl-morpholin C(C(=C)C)(=O)N1CCOCC1